3-(N-(2-hydroxyethyl)methylsulfonamido)-4-methylbenzoic acid OCCN(S(=O)(=O)C)C=1C=C(C(=O)O)C=CC1C